C(N)(OC(CC(C)(C)C)C1=C(N=C(O1)C1=CC(=C(C=C1)OC(F)F)OCC1CC1)CNC(C1=C(C=C(C=C1)F)OCC)=O)=O (tert-butyl 1-(2-(3-(cyclopropylmethoxy)-4-(difluoromethoxy) phenyl)-4-((2-ethoxy-4-fluorobenzamido) methyl) oxazol-5-yl) ethyl) carbamate